N-methyl-5-(pyrrolidin-3-yloxy)picolinamide hydrochloride Cl.CNC(C1=NC=C(C=C1)OC1CNCC1)=O